N-(5-chloro-6-(2H-1,2,3-triazol-2-yl)pyridin-3-yl)-1-methyl-5-(1-oxo-1,2-dihydroisoquinolin-5-yl)-1H-imidazole-2-carboxamide ClC=1C=C(C=NC1N1N=CC=N1)NC(=O)C=1N(C(=CN1)C1=C2C=CNC(C2=CC=C1)=O)C